C(#N)N1C[C@@H](C[C@H]1C)NC(=O)C=1OC(=CN1)C1=CC(=CC=C1)C(F)(F)F N-((3R,5R)-1-cyano-5-methyl-pyrrolidin-3-yl)-5-(3-(trifluoromethyl)phenyl)-oxazole-2-carboxamide